tris[2-(N,N-dipropylamino)hexyl]amine C(CC)N(CCC)C(CN(CC(CCCC)N(CCC)CCC)CC(CCCC)N(CCC)CCC)CCCC